O1CCOC12CCC(CC2)NC2=C1CN(C(C1=C(C=C2)F)=O)C2C(NC(CC2)=O)=O 3-(4-{1,4-dioxaspiro[4.5]decan-8-ylamino}-7-fluoro-1-oxo-3H-isoindol-2-yl)piperidine-2,6-dione